(2-Deoxy-β-D-ribofuranosyl)uracil [C@@H]1(C[C@H](O)[C@H](O1)CO)C=1C(NC(NC1)=O)=O